nitrogen cyanate N(OC#N)(OC#N)OC#N